(4-(2-Chloro-3-fluorophenyl)piperidin-1-yl)(5-(2,2,2-trifluoroethyl)-4,5,6,7-tetrahydro-1H-pyrazolo[4,3-c]pyridin-3-yl)methanone ClC1=C(C=CC=C1F)C1CCN(CC1)C(=O)C1=NNC2=C1CN(CC2)CC(F)(F)F